7-isopropoxy-2-(4-methyl-2-oxabicyclo[2.2.2]oct-1-yl)imidazo[1,2-a]pyrimidine-6-carboxylic acid isopropyl ester C(C)(C)OC(=O)C=1C(=NC=2N(C1)C=C(N2)C21OCC(CC2)(CC1)C)OC(C)C